diethyl 3,3'-dithiodipropionate C(CCSSCCC(=O)OCC)(=O)OCC